N-[4-chloro-6-(2,6-dimethylphenyl)pyrimidin-2-yl]-3-[(5R)-5-hydroxy-2-isobutyl-piperidine-1-carbonyl]benzenesulfonamide ClC1=NC(=NC(=C1)C1=C(C=CC=C1C)C)NS(=O)(=O)C1=CC(=CC=C1)C(=O)N1C(CC[C@H](C1)O)CC(C)C